ClC1=CC=C(C=C1)C=1N=C(SC1)N1C(=NC2=CC(=CC=C2C1=O)F)C1=CC=C(C=C1)C(F)(F)F 3-(4-(4-Chlorophenyl)thiazol-2-yl)-7-fluoro-2-(4-(trifluoromethyl)phenyl)quinazolin-4(3H)-one